NC1=NN(C=2CN(CCC21)C(=O)OCC2=CC=CC=C2)C(=O)C2CCNC1=CC=CC=C21 benzyl 3-amino-1-(1,2,3,4-tetrahydroquinoline-4-carbonyl)-4,5-dihydro-1H-pyrazolo[3,4-c]pyridine-6(7H)-carboxylate